[5-(3-benzyloxyphenyl)-7-[trans-3-[(pyrrolidin-1-yl)methyl]cyclobutyl]-7H-pyrrolo[2,3-d]pyrimidin-4-yl]amine C(C1=CC=CC=C1)OC=1C=C(C=CC1)C1=CN(C=2N=CN=C(C21)N)[C@@H]2C[C@H](C2)CN2CCCC2